5-[4-[(4-methyl-3-pyridyl)amino]cyclohexoxy]-7-morpholino-1,6-naphthyridin CC1=C(C=NC=C1)NC1CCC(CC1)OC1=C2C=CC=NC2=CC(=N1)N1CCOCC1